Ethyl 4-chloro-5-methyl-6,7-dihydro-5H-pyrrolo[2,3-d]pyrimidine-5-carboxylate ClC=1C2=C(N=CN1)NCC2(C(=O)OCC)C